(1S,3S)-3-[(4R)-4-ethyl-2-imino-4-methyl-6-oxo-hexahydropyrimidin-1-yl]-N-[(3S,4R)-3-hydroxy-2,2-dimethyl-chroman-4-yl]-1-methyl-indane-5-carboxamide C(C)[C@]1(NC(N(C(C1)=O)[C@H]1C[C@@H](C2=CC=C(C=C12)C(=O)N[C@H]1[C@@H](C(OC2=CC=CC=C12)(C)C)O)C)=N)C